(6-methoxy-3-methylpyridin-2-yl)methanone methyl-thioglycolate CC(C(=O)O)S.COC1=CC=C(C(=N1)C=O)C